NC1=C(C2=C(C3=CN(N=C3C=C2)C)N1C1=C(C(=CC(=C1C)OC)F)C)C#N 2-amino-1-(3-fluoro-5-methoxy-2,6-dimethylphenyl)-7-methyl-1,7-dihydropyrrolo[2,3-e]indazole-3-carbonitrile